FC=1C=C(C2=C(N=C(S2)N(CCC2=CC=C(C=C2)OC)CC2=CC=C(C=C2)C#CC(=O)O)C1)F 3-(4-(((5,7-difluorobenzo[d]thiazol-2-yl)(4-methoxyphenethyl)amino)-methyl)phenyl)propiolic acid